N-((2-(2,6-dioxopiperidin-3-yl)-1-oxoisoindolin-5-yl)methyl)-2,2-difluoro-2-(2-(2-hydroxyethoxy)phenyl)acetamide 4-methyl-thiazole-5-carboxylate CC=1N=CSC1C(=O)O.O=C1NC(CCC1N1C(C2=CC=C(C=C2C1)CNC(C(C1=C(C=CC=C1)OCCO)(F)F)=O)=O)=O